perfluoro(butyltetrahydrofuran) C1(C(C(OC1(C(C(C(C(F)(F)F)(F)F)(F)F)(F)F)F)(F)F)(F)F)(F)F